2-bromo-6-(piperidin-4-ylidenemethyl)pyridine BrC1=NC(=CC=C1)C=C1CCNCC1